OC1(CCN(CC1)C(=O)[C@H]1[C@@H](CN(CC1)CC1=NC=CN=C1OC)C1=CC=CC=C1)CN1C=NC=2C(C1=O)=CSC2C2=CC=CC=C2 3-[[4-hydroxy-1-[(3R,4R)-1-[(3-methoxypyrazin-2-yl)methyl]-3-phenyl-piperidine-4-carbonyl]-4-piperidinyl]methyl]-7-phenyl-thieno[3,4-d]pyrimidin-4-one